ClC1=CC=C(C(=N1)C(=O)NS(=O)(=O)C)N[C@H](C)C=1C=C(C=C2C(N(C(=NC12)N1CCN(CC1)C1=NC(=NC=C1)C(F)(F)F)C)=O)C (R)-6-chloro-3-((1-(3,6-dimethyl-4-oxo-2-(4-(2-(trifluoromethyl)pyrimidin-4-yl)piperazin-1-yl)-3,4-dihydroquinazolin-8-yl)ethyl)amino)-N-(methylsulfonyl)picolinamide